C(C1=CC=CC=C1)OC=1C(=NC=NC1OCC1=CC=CC=C1)CN1CN(C(C1)C1=CC=C(C=C1)C#CC1=CC=C(C=C1)CN1CC2C(C1)COC2)C(C)C 1-((5,6-bis(benzyloxy)pyrimidin-4-yl)methyl)-3-isopropyl-4-(4-((4-((tetrahydro-1H-furo[3,4-c]pyrrol-5(3H)-yl)methyl)phenyl)ethynyl)phenyl)imidazoline